2-(4-((4-nitrophenyl)amino)piperidin-1-yl)ethanol [N+](=O)([O-])C1=CC=C(C=C1)NC1CCN(CC1)CCO